NC=1C=2N(C3=CC(=CC=C3N1)C(=O)N([C@@H](C)C1=NC=C(C=C1)C(F)(F)F)C1CC1)C=NC2 (S)-4-amino-N-cyclopropyl-N-(1-(5-(trifluoromethyl)pyridin-2-yl)ethyl)imidazo[1,5-a]quinoxaline-8-formamide